O=C1NC2(CN(C2)C(=O)N2CC3(C2)CC(C3)CC=3C=C(C(=NC3)C#N)C(F)(F)F)CO1 5-[[2-(6-oxo-7-oxa-2,5-diazaspiro[3.4]octane-2-carbonyl)-2-azaspiro[3.3]heptane-6-yl]methyl]-3-(trifluoromethyl)pyridine-2-carbonitrile